CC1C(OCC1)=O 3-methyl-2-oxotetrahydrofuran